tert-Butyl (trans-4-(2-(4-(benzo[d]isothiazol-3-yl)piperazin-1-yl)ethyl)cyclohexyl)carbamate S1N=C(C2=C1C=CC=C2)N2CCN(CC2)CC[C@@H]2CC[C@H](CC2)NC(OC(C)(C)C)=O